C1(CC1)C(=O)N1CC(C2=CC=C(C=C12)N1C(N(C(C1=O)(C)C)CC1=C2C(=NC=C1)NC(C2)=O)=O)(C)C 3-(1-(cyclopropanecarbonyl)-3,3-dimethylindolin-6-yl)-5,5-dimethyl-1-((2-oxo-2,3-dihydro-1H-pyrrolo[2,3-b]pyridin-4-yl)methyl)imidazolidine-2,4-dione